COC(=O)[C@H]1N(C[C@@H](C1)N)C(=O)OC(C)(C)C (2S,4R)-1-tert-Butoxycarbonyl-4-aminopyrrolidine-2-carboxylic acid methyl ester